OCCN1N=CC(=C1)NC1=NC=C2C(=N1)N(C(N(C2)C2CCN(C1=C(C=CC=C21)OC)C(=O)[O-])=O)C 4-[7-[[1-(2-hydroxyethyl)pyrazol-4-yl]amino]-1-methyl-2-oxo-4H-pyrimido[4,5-d]pyrimidin-3-yl]-8-methoxy-3,4-dihydro-2H-quinoline-1-carboxylate